methyl N-[5-[6-[(4-fluoro-2,6-diiodo-phenyl)-methyl-carbamoyl]imidazo[1,2-a]pyridin-3-yl]-2-pyridyl]carbamate FC1=CC(=C(C(=C1)I)N(C(=O)C=1C=CC=2N(C1)C(=CN2)C=2C=CC(=NC2)NC(OC)=O)C)I